C(C)OC(=O)C=1C=C2C(=NC1)OC(C(C2N)O)(C)C 4-amino-3-hydroxy-2,2-dimethyl-3,4-dihydro-2H-pyrano[2,3-b]pyridine-6-carboxylic acid ethyl ester